C(C)(C)(C)OC(=O)N1CC2(C1)C(N(CC2)CC2=CC=C1CCCN(C1=N2)C(=O)OC(C)(C)C)=C=O tert-butyl 7-((2-(tert-butoxycarbonyl)-5-carbonyl-2,6-diazaspiro[3.4]octane-6-yl) methyl)-3,4-dihydro-1,8-naphthyridine-1(2H)-carboxylate